urs-12-en-3-ol CC1CCC2(CCC3(C(=CCC4C3(CCC5C4(CCC(C5(C)C)O)C)C)C2C1C)C)C